nickel Lithium manganese oxide [O-2].[Mn+2].[Li+].[Ni+2]